C1(CCCCC1)P(C1CCCCC1)C1=C(C=CC=C1)C1=C(C=C(C=C1C(C)C)C(C)C)C(C)C Dicyclohexylphosphino-2',4',6'-tri-isopropyl-1,1'-biphenyl